N1(CCNCC1)CCNCCN N-(2-piperazinoethyl)-ethylenediamine